FC=1C(=NC2=CC(=CC=C2C1OC)C(=C(C#N)C#N)OC)C1=C(C=CC=C1)F 2-((3-fluoro-2-(2-fluorophenyl)-4-methoxyquinolin-7-yl)(methoxy)methylene)malononitrile